FC(C1=NN(C=C1N1C(OC=C1C(=O)N)C=1C=NN(C1)C)C1=CC=C(C=C1)CO)F 3-N-[3-(difluoromethyl)-1-[4-(hydroxymethyl)phenyl]pyrazol-4-yl]-2-(1-methylpyrazol-4-yl)oxazole-4-carboxamide